ClC=1N(C2=C(C=NC=3C=CC=CC23)N1)[C@H]1C[C@H](OCC1)C chloro-1-[(2R,4R)-2-methyltetrahydro-2H-pyran-4-yl]-1H-imidazo[4,5-C]quinoline